C(C)(=O)C=1C(=NC(=CC1)Cl)N1N=C(C=2CN(CCC21)C(=O)OC(C)(C)C)C(F)(F)F tert-butyl 1-(3-acetyl-6-chloro-2-pyridyl)-3-(trifluoromethyl)-6,7-dihydro-4H-pyrazolo[4,3-c]pyridine-5-carboxylate